CC=1N=C(SC1C=1C=NC(=C(C1)S(=O)(=O)C(F)(F)F)OC)N 4-methyl-5-(5-trifluoromethanesulfonyl-6-methoxypyridin-3-yl)-1,3-thiazol-2-amine